FC(C=1OC(=NN1)C1=CC(=C(C=C1)CN1N=NC(=C1)C1=CC(=CC=C1)C1CCNCC1)F)F 2-(difluoromethyl)-5-(3-fluoro-4-((4-(3-(piperidin-4-yl)phenyl)-1H-1,2,3-triazol-1-yl)methyl)phenyl)-1,3,4-oxadiazole